ClC1=CC=C2C(=N1)N(C(=C2)B2OC(CN(CC(O2)=O)C)=O)COCC[Si](C)(C)C 2-(6-chloro-1-((2-(trimethylsilyl)ethoxy)methyl)-1H-pyrrolo[2,3-b]pyridin-2-yl)-6-methyl-1,3,6,2-dioxazaborocane-4,8-dione